CC1=CC(=NN1)N1CCNCC1 1-(5-methyl-1H-pyrazol-3-yl)piperazine